FC=1C=C2C=C(COC2=CC1F)C(=O)N 6,7-Difluoro-2H-chromene-3-carboxamide